CC1=CC=C(C(=O)OC2=C(C(=CC(=C2)Br)C=NC2=CC(=CC(=C2)Cl)Cl)O)C=C1 5-bromo-3-((3,5-dichlorophenylimino)-methyl)-2-hydroxyphenyl 4-methylbenzoate